7-hydroxy-2,3-dihydroindolizin-5(1H)-onecarboxylate OC1=CC(N2CCC(C2=C1)C(=O)[O-])=O